CN1N=C(C(=C1)CC1CC2(CN(C2)C(=O)N2CC3(C2)NC(COC3)=O)C1)C(F)(F)F 2-[6-[[1-methyl-3-(trifluoromethyl)pyrazol-4-yl]methyl]-2-azaspiro[3.3]heptane-2-carbonyl]-8-oxa-2,5-diazaspiro[3.5]nonan-6-one